tetrahydromethylpyrimidinecarboxylate COC(=O)C1NC=CCN1